[Br-].C[N+](CCCCCCCCCCCCCC)(C)C Trimethyl(tetradecyl)-ammonium bromide